2-methyl-4-tridecyl phosphite P(OC(CC(C)C)CCCCCCCCC)([O-])[O-]